[C@H]12CN(C[C@H](CC1)O2)C2=C1C[C@@H](N(CC1=CC=C2)C(=O)OC(C)(C)C)CN([C@H]2CCCC=1C=CC=NC21)C tert-butyl (R)-5-((1R,5S)-8-oxa-3-azabicyclo[3.2.1]octan-3-yl)-3-((methyl((S)-5,6,7,8-tetrahydroquinolin-8-yl)amino)methyl)-3,4-dihydroisoquinoline-2(1H)-carboxylate